tert-butyl 8-ethynyl-2,3-dihydro-1,4-benzoxazine-4-carboxylate C(#C)C1=CC=CC=2N(CCOC21)C(=O)OC(C)(C)C